C(=O)(O)[C@H]([C@H](C(=O)O)O)O.C(#N)[C@H]1N([C@H]2C[C@H]2C1)C([C@@H](N)C12CC3(C[C@@H](CC(C1)C3)C2)OCCN2CCOCC2)=O (1S)-2-((1S,3S,5S)-3-cyano-2-azabicyclo[3.1.0]hexane-2-yl)-1-((1S,3r,5S)-3-(2-morpholinoethoxy)adamantan-1-yl)-2-oxoethane-1-amine (2r,3S)-3-carboxy-2,3-dihydroxypropionate